4-(Dimethylphosphinoyl)aniline CP(=O)(C1=CC=C(N)C=C1)C